tert-butyl ((3R,4R)-4-fluoro-1-(4-fluoro-6-methoxy-1H-benzimidazol-2-yl)piperidin-3-yl)carbamate F[C@H]1[C@@H](CN(CC1)C1=NC2=C(N1)C=C(C=C2F)OC)NC(OC(C)(C)C)=O